4-amino-8'-bromo-3',4'-dihydro-2'H-spiro[cyclohexane-1,7'-indeno[5,6-b][1,4]dioxepine]-4-carboxylic acid NC1(CCC2(C(=CC3=CC=4OCCCOC4C=C23)Br)CC1)C(=O)O